3-[[4-fluoro-2-methoxy-5-[[4-methyl-4-(1-naphthylmethoxycarbonyl)cyclohexyl]amino]benzoyl]amino]-6-(trifluoromethyl)benzothiophene-2-carboxylic acid FC1=CC(=C(C(=O)NC2=C(SC3=C2C=CC(=C3)C(F)(F)F)C(=O)O)C=C1NC1CCC(CC1)(C(=O)OCC1=CC=CC3=CC=CC=C13)C)OC